FC(S(=O)(=O)OC1=C2C=C(C(N(C2=CC(=C1)C1(C(COCC1)[2H])[2H])C)=O)C)(F)F 1,3-dimethyl-2-oxo-7-(tetrahydro-2H-pyran-4-yl-3,4-d2)-1,2-dihydroquinolin-5-yl trifluoromethanesulfonate